2-(4-(4-ethoxy-6-oxo-1,6-dihydropyridin-3-yl)-2-fluorophenyl)-N-(3-((3aR,6aS)-5-methyloctahydropyrrolo[3,4-c]pyrrole-2-carbonyl)-5-(trifluoromethyl)phenyl)acetamide C(C)OC=1C(=CNC(C1)=O)C1=CC(=C(C=C1)CC(=O)NC1=CC(=CC(=C1)C(F)(F)F)C(=O)N1C[C@@H]2CN(C[C@@H]2C1)C)F